benzo[d]thiazol-2-ylpyridin-3-amine S1C(=NC2=C1C=CC=C2)C2=NC=CC=C2N